4-(6-(bis(2-methoxyethyl)amino)-2-((2-methoxyethyl)(2,3,4-trimethoxybenzyl)amino)-8-(4-methoxypiperidin-1-yl)pyrimido[5,4-d]pyrimidin-4-yl)-1-methylpiperazin-2-one COCCN(C=1N=C(C=2N=C(N=C(C2N1)N1CC(N(CC1)C)=O)N(CC1=C(C(=C(C=C1)OC)OC)OC)CCOC)N1CCC(CC1)OC)CCOC